1,1,1,3,3,3-hexafluoropropan-2-yl 1-(3-(2-fluoroethoxy) benzyl)-1,8-diazaspiro[4.5]decane-8-carboxylate FCCOC=1C=C(CN2CCCC23CCN(CC3)C(=O)OC(C(F)(F)F)C(F)(F)F)C=CC1